3-(4-thiomorpholinyl)-2-propanol N1(CCSCC1)CC(C)O